C(CCC(=O)O)(=O)N succinic-amid